gadolinium-calcium [Ca].[Gd]